3-((3-isopropoxy-3-oxopropyl)amino)-6-(thiazole-5-yl)benzo[e][1,2,4]triazine-1-oxide C(C)(C)OC(CCNC=1N=[N+](C2=C(N1)C=C(C=C2)C2=CN=CS2)[O-])=O